ClC=1N=C(C2=C(N1)CCN(C2)C([2H])([2H])[2H])OC=2N=CC=1CCC3=C(C1C2F)NC2=C3C(NC[C@H]2C)=O (R)-2-((2-chloro-6-(methyl-d3)-5,6,7,8-tetrahydropyrido[4,3-d]pyrimidin-4-yl)oxy)-1-fluoro-10-methyl-5,6,8,9,10,11-hexahydro-7H-pyrido[3',4':4,5]pyrrolo[2,3-f]isoquinolin-7-one